FC1=CC=C(C=C1)C=1N=C(N(C1C1=CC=NC=C1)CC(=O)N1CCNCC1)C(F)(F)F 2-[4-(4-fluorophenyl)-5-(pyridin-4-yl)-2-(trifluoromethyl)-1H-imidazol-1-yl]-1-(piperazin-1-yl)ethan-1-one